BrC=1C(=CC=2C3=C(C=NC2C1F)N=NN3C3CN(C3)C(=O)OC(C)(C)C)Cl tert-butyl 3-(7-bromo-8-chloro-6-fluoro-1H-[1,2,3]triazolo[4,5-c]quinolin-1-yl)azetidine-1-carboxylate